6-Methyl-3-phenoxydibenzo[c,f][1,2]thiazepin-11(6H)-one 5,5-dioxide CN1S(C2=C(C(C3=C1C=CC=C3)=O)C=CC(=C2)OC2=CC=CC=C2)(=O)=O